OC1=C(OC=C1)C=O 3-hydroxy-2-furancarboxaldehyde